C1CCC1 r-cyclobutan